TrimethylArsenic C[As](C)C